C(CCCCCCC)(=O)SC(C)O[Si](CCC)(OCC)OCC (octanoylthio)-1-propyltriethoxysilane